CC=1SC=C(N1)NC1=NC=CC(=C1)C1=CC(NC(=C1)C1=C(C=CC=C1)C(F)(F)F)=O 4-[2-[(2-Methylthiazol-4-yl)amino]-4-pyridyl]-6-[2-(trifluoromethyl)phenyl]-1H-pyridin-2-on